methyl 5-(1-bromoethyl)picolinate BrC(C)C=1C=CC(=NC1)C(=O)OC